5-(5-((cyclohexyl-(methyl)amino)methyl)-1H-tetrazol-1-yl)-2-fluorobenzonitrile C1(CCCCC1)N(C)CC1=NN=NN1C=1C=CC(=C(C#N)C1)F